2-({[8-chloro-2-(2-methylbiphenyl-3-yl)-[1,2,4]triazolo[1,5-a]pyridin-6-yl]methyl}amino)ethanol ClC=1C=2N(C=C(C1)CNCCO)N=C(N2)C=2C(=C(C=CC2)C2=CC=CC=C2)C